FC(C1C(C(CC1)C(F)(F)F)=O)(F)F 2,5-bis(trifluoromethyl)cyclopentan-1-one